tert-butyl ((4-(((1-ethyl-1H-pyrazolo[3,4-b]pyridine-4-yl)amino) methyl)piperidin-1-yl)sulfonyl)carbamate C(C)N1N=CC=2C1=NC=CC2NCC2CCN(CC2)S(=O)(=O)NC(OC(C)(C)C)=O